C1(CCCCC1)C1=CC(=CC(N1)=S)C(F)(F)F 6-cyclohexyl-4-trifluoromethylpyridine-2(1H)-thione